cis-8-dimethylamino-1-[(1-hydroxy-cyclobutyl)-methyl]-8-phenyl-3-(2-phenyl-cyclopropyl)-1,3-diazaspiro[4.5]decan-2-one CN(C1(CCC2(CN(C(N2CC2(CCC2)O)=O)[C@H]2[C@H](C2)C2=CC=CC=C2)CC1)C1=CC=CC=C1)C